3-[(2,4-dimethylpyrrole-5-yl)methylene]-2-indolinone CC=1NC(=C(C1)C)C=C1C(NC2=CC=CC=C12)=O